3-(2-cyanopyridin-4-yl)-4,4-difluoropiperidine-1-carboxylate C(#N)C1=NC=CC(=C1)C1CN(CCC1(F)F)C(=O)[O-]